FC1=C(C=C(C=C1)O)C(=O)N1CC2(C1)CC(C2)N2N=C(C(=C2)C(F)(F)F)C2=C(C=CC=C2)F (2-fluoro-5-hydroxyphenyl){6-[3-(o-fluorophenyl)-4-(trifluoromethyl)-1-pyrazolyl]-2-aza-2-spiro[3.3]heptyl}methanone